ClC(C)C1=CC2=C(C(C=3C(=NSN3)C2=O)=O)S1 6-(1-chloroethyl)thieno[2',3':4,5]benzo[1,2-c][1,2,5]thiadiazole-4,8-dione